1-(4-(3-fluoro-5-(trifluoromethyl)benzyl)pyridin-2-yl)-4-formyl-1H-pyrazole-3-carboxylic acid methyl ester COC(=O)C1=NN(C=C1C=O)C1=NC=CC(=C1)CC1=CC(=CC(=C1)C(F)(F)F)F